4-azido-perfluorophenyl acrylate C(C=C)(=O)OC1=C(C(=C(C(=C1F)F)N=[N+]=[N-])F)F